3-((2,6-dimethylphenyl)amino)-1-methyl-1H-pyrazolo[3,4-d]pyrimidine CC1=C(C(=CC=C1)C)NC1=NN(C2=NC=NC=C21)C